ClC1=CC=C(C=N1)N1[C@H](CN(CC1)C(=O)OC(C)(C)C)C (S)-tert-butyl 4-(6-chloropyridin-3-yl)-3-methylpiperazine-1-carboxylate